ClC=1C=NN(C1C1=NN2C(N(C(CC2)=O)CC=2C=NC(=CC2)C=2N(C=C(N2)C(F)(F)F)CC)=N1)C(C)C 2-(4-chloro-1-isopropyl-1H-pyrazol-5-yl)-4-((6-(1-ethyl-4-(trifluoromethyl)-1H-imidazol-2-yl)pyridin-3-yl)methyl)-6,7-dihydro-[1,2,4]triazolo[1,5-a]pyrimidin-5(4H)-one